C(C)(=O)OC[C@@H]1O[C@H]([C@H]([C@@H]([C@H]1OC(C)=O)OC(C)=O)OC(C)=O)OC1=CC=C(C=C1)C(\C=C\C1=CC=CC=C1)=O [(2S,3S,4R,5S,6S)-3,4,5-Triacetyloxy-6-[4-[(E)-3-phenylprop-2-enoyl]phenoxy]oxan-2-yl]methyl acetate